Tert-butyl (1R,5S)-3-(3-methyl-1-((2-(trimethylsilyl)ethoxy)methyl)-1H-pyrrolo[2,3-b]pyridin-4-yl)-3,8-diazabicyclo[3.2.1]octane-8-carboxylate CC1=CN(C2=NC=CC(=C21)N2C[C@H]1CC[C@@H](C2)N1C(=O)OC(C)(C)C)COCC[Si](C)(C)C